BrC1=CC=C2C3=C(C(NN=C13)=O)NC2=O 8-Bromo-2,4-dihydropyrrolo[2,3,4-de]cinnoline-3,5-dione